NC1=CC=C(C=C1)SCC(=O)N(CC)CC 2-(4-aminophenyl)sulfanyl-N,N-diethylacetamide